C(C)OC=1C(=NC=CC1)OC=1C=C(C=NC1)C1=NC=C(C=N1)C(=O)O 2-(5-((3-ethoxypyridin-2-yl)oxy)pyridin-3-yl)pyrimidine-5-carboxylic acid